5-chloro-2-(piperidin-1-yl)aniline 2-pentyl-methanesulfonate CC(CCC)CS(=O)(=O)O.ClC=1C=CC(=C(N)C1)N1CCCCC1